(3aR,5R,6aS)-5-benzyl-2-((R)-2-hydroxy-2-(5-hydroxypyridin-2-yl)ethyl)octahydrocyclopenta[c]pyrrol-5-ol C(C1=CC=CC=C1)C1(C[C@@H]2[C@@H](CN(C2)C[C@H](C2=NC=C(C=C2)O)O)C1)O